7-(1H-pyrazol-3-yl)-1H-pyrrolo[3,2-c]Quinoline-2-carbaldehyde N1N=C(C=C1)C=1C=CC=2C3=C(C=NC2C1)C=C(N3)C=O